[C@H]1([C@H](O)[C@@H](O)[C@H](O)[C@H](O1)CO)C([C@@H](O)[C@@H](O)[C@H](O)[C@H](O)CO)O alpha-D-glucopyranosyl-D-mannitol